CN1CCN(CC1)CCCOC1=NC=C(C=C1)B1OC(C(O1)(C)C)(C)C 1-methyl-4-(3-((5-(4,4,5,5-tetramethyl-1,3,2-dioxaborolan-2-yl)pyridin-2-yl)oxy)propyl)piperazine